2-((1S)-2,2,2-trifluoro-1-(4-(2-fluoro-8,8-dimethyl-7,8-dihydro-6H-cyclopenta[e]pyrazolo[1,5-a]pyrimidin-6-yl)phenyl)ethyl)-8-thia-2-azaspiro[4.5]decan-1-one 8,8-dioxide FC([C@H](C1=CC=C(C=C1)C1CC(C2=C1C=NC=1N2N=C(C1)F)(C)C)N1C(C2(CC1)CCS(CC2)(=O)=O)=O)(F)F